C1N(C[C@@H]2[C@@H]3CC[C@H]([C@H]12)N3)C(=O)OC(C)(C)C tert-butyl (3aR,4S,7R,7aS)-octahydro-2H-4,7-epiminoisoindole-2-carboxylate